ClC1=NC=2C=C(C=CC2C2=C1C=NN2C)CN(C(=O)C=2C=NC(=CC2)C2CC2)C2=C(C=C(C=C2)C)S(=O)(=O)C N-({4-chloro-1-methyl-1H-pyrazolo[4,3-c]quinolin-7-yl}methyl)-6-cyclopropyl-N-(2-methanesulfonyl-4-methylphenyl)pyridine-3-carboxamide